O=C(C(=O)NC=1C2=C(C=NC1)C=NN2COCC[Si](C)(C)C)N2[C@H](CN([C@@H](C2)C)C(=O)C2(CC2)C)C=2C=CC1=C(N=CS1)C2 |r| 2-oxo-2-[rac-(2S,5R)-2-(1,3-benzothiazol-5-yl)-5-methyl-4-(1-methylcyclopropanecarbonyl)piperazin-1-yl]-N-[1-(2-trimethylsilylethoxymethyl)pyrazolo[4,3-c]pyridin-7-yl]acetamide